ClC=1C=C(C=CC1)NC(=O)N1C(COCC1)C1=NC(=NO1)C=1SC=CC1 N-(3-chlorophenyl)-3-[3-(thiophen-2-yl)-1,2,4-oxadiazol-5-yl]morpholine-4-carboxamide